3-((1S,4S)-2,5-diazabicyclo[2.2.1]Hept-2-yl)propan-1-ol [C@@H]12N(C[C@@H](NC1)C2)CCCO